chlorosilane compound with ammonia N.Cl[SiH3]